C(#C)C1=C2C(=CC(=CC2=CC=C1F)O)C1=NC=2O[C@H]([C@@H]3[C@@H]4CC[C@H](CN3C3=NC(=C(C(=C1F)C32)C)C)N4)C 5-ethynyl-6-fluoro-4-[(4R,7S,8S,9S)-14-fluoro-9,16,17-trimethyl-10-oxa-2,12,18,20-tetrazapentacyclo[9.7.1.14,7.02,8.015,19]icosa-1(18),11(19),12,14,16-pentaen-13-yl]naphthalen-2-ol